C1=CC(=NC=C1O)C[C@@H](C(=O)O)N azatyrosine